1-acetyl-N-((1-methyl-5-(trifluoromethyl)-1H-benzo[d]imidazol-2-yl)methyl)-1H-indole-3-carboxamide C(C)(=O)N1C=C(C2=CC=CC=C12)C(=O)NCC1=NC2=C(N1C)C=CC(=C2)C(F)(F)F